isopropyl 9-[(1R)-1-(3,5-difluoroanilino)ethyl]-2-morpholino-4-oxo-pyrido[1,2-a]pyrimidine-7-carboxylate FC=1C=C(N[C@H](C)C2=CC(=CN3C2=NC(=CC3=O)N3CCOCC3)C(=O)OC(C)C)C=C(C1)F